ClC1=CC=C(C=C1)C1=NNC(=C1)C(=O)O 3-(4-Chlorophenyl)-1H-pyrazole-5-carboxylic acid